tert-butyl (2-(4-fluoro-2-methylphenoxy)ethyl)carbamate FC1=CC(=C(OCCNC(OC(C)(C)C)=O)C=C1)C